1-[4-[7-(5,6-dimethyl-1H-indazol-4-yl)-2-[[(2S)-1-methylpyrrolidin-2-yl]methoxy]-6,8-dihydro-5H-pyrido[3,4-d]pyrimidin-4-yl]piperazin-1-yl]prop-2-en-1-one CC=1C(=C2C=NNC2=CC1C)N1CC=2N=C(N=C(C2CC1)N1CCN(CC1)C(C=C)=O)OC[C@H]1N(CCC1)C